S1C=NC2=C1C=CC(=C2)CNC2CCC(CC2)(F)F N-(Benzo[d]thiazol-5-ylmethyl)-4,4-difluorocyclohexan-1-amine